CN1N=CC(=C1)C=1C=C(C=2N(C1)N=CC2C#N)C2=CC=C(C=C2)N2CCN(CC2)CC#CC2=CC=CC=C2 6-(1-methylpyrazol-4-yl)-4-[4-[4-(3-phenylprop-2-ynyl)piperazin-1-yl]phenyl]pyrazolo[1,5-a]pyridine-3-carbonitrile